tert-butyl (3-((3-bromo-5-(1H-indol-2-yl)pyridin-4-yl)amino)propyl)carbamate BrC=1C=NC=C(C1NCCCNC(OC(C)(C)C)=O)C=1NC2=CC=CC=C2C1